(S or R)-4-((4-Fluorophenyl)(3-methoxyphenyl)methyl)piperidine FC1=CC=C(C=C1)[C@H](C1CCNCC1)C1=CC(=CC=C1)OC |o1:7|